C(CNC1=C(C(=C(C(=O)N)C=C1)OC)[N+](=O)[O-])NC1=C(C(=C(C(=O)N)C=C1)OC)[N+](=O)[O-] 4,4'-(Ethane-1,2-diylbis(azanediyl))bis(2-methoxy-3-nitrobenzamide)